ClC=1C=CC(=C(C1)S(=O)(=O)NC1=CC=C(C=C1)C1=NC(=C2C(=N1)NN=C2C)NCCN(CCOP(O)(O)=O)C)F 2-{[2-({6-[4-(5-chloro-2-fluorobenzenesulfonamido)phenyl]-3-methyl-1H-pyrazolo[3,4-d]pyrimidin-4-yl}amino)ethyl](methyl)amino}ethoxyphosphonic acid